FC1=C(C=CC(=C1)OC1=CC(=NC=C1)N1C[C@H](CCC1)OC)NC1=NC=NC2=CC(=C(C=C12)NC1CCN(CC1)C(C=C)=O)OC (S)-1-(4-((4-((2-fluoro-4-((2-(3-methoxypiperidin-1-yl)pyridin-4-yl)oxy)phenyl)amino)-7-methoxyquinazolin-6-yl)amino)piperidin-1-yl)prop-2-en-1-one